C(C)C1=CC=C(C=C1)CN1[C@H](CCC1=O)CC(=O)N[C@H](CC(=O)O)CC(C)C (2S)-2-[[2-[(2R)-1-[(4-ethylphenyl)methyl]-5-oxopyrrolidin-2-yl]acetyl]amino]-4-methylpentanecarboxylic acid